1-[2-(prop-2-yloxy)-1,3-oxazol-5-yl]Ethan-1-one CC(C)OC=1OC(=CN1)C(C)=O